ClC1=C(C=O)C=C(C(=N1)C)C 2-chloro-5,6-dimethylnicotinaldehyde